C1(CCC1)C=1C(=C(C(=O)O)C=C(C1)C1=CN=C(N1)CCOC)C cyclobutyl-5-(2-(2-methoxyethyl)-1H-imidazol-5-yl)-2-methylbenzoic acid